C=CC=CCCCC 1,3-Octadien